4-(2-(5-(4-(Benzyloxy)phenoxy)pentanoylamino)benzoylamino)benzoic acid C(C1=CC=CC=C1)OC1=CC=C(OCCCCC(=O)NC2=C(C(=O)NC3=CC=C(C(=O)O)C=C3)C=CC=C2)C=C1